(4-(2-(4-(3-((2-(2,6-dioxopiperidin-3-yl)-1,3-dioxoisoindolin-5-yl)amino)propoxy)phenyl)propan-2-yl)phenoxy)pyrimidin-2-carboxylate O=C1NC(CCC1N1C(C2=CC=C(C=C2C1=O)NCCCOC1=CC=C(C=C1)C(C)(C)C1=CC=C(OC2=NC(=NC=C2)C(=O)[O-])C=C1)=O)=O